5-[2-(4-fluoro-2-trifluoromethyl-phenyl)-ethylamino]-2-hydroxybenzoic acid FC1=CC(=C(C=C1)CCNC=1C=CC(=C(C(=O)O)C1)O)C(F)(F)F